Tert-butyl 6-(5-(pyridin-3-yl)-3-{trifluoromethyl}-1H-pyrazol-1-yl)-2-azaspiro[3.3]heptane-2-carboxylate N1=CC(=CC=C1)C1=CC(=NN1C1CC2(CN(C2)C(=O)OC(C)(C)C)C1)C(F)(F)F